1'-benzylspiro[cyclopenta[b]pyridine-6,4'-piperidine] C(C1=CC=CC=C1)N1CCC2(CC1)C=C1C(N=CC=C1)=C2